methyl-N-{[4-(1-methyl-1H-imidazol-2-yl)-2,5-dioxoimidazolidin-4-yl]methyl}[biphenyl]-2-carboxamide CC1=C(C(=CC=C1)C1=CC=CC=C1)C(=O)NCC1(NC(NC1=O)=O)C=1N(C=CN1)C